Cl.IC1=C(OCCNC2CC2)C=CC=C1 N-[2-(2-iodophenoxy)ethyl]cyclopropanamine hydrochloride